C(C)(C)(C)OC(=O)N1CC(CCC1)N1N=C(C=2C1=NC=NC2N)C2=CC=C(C=C2)OC2=CC=CC=C2 N-tert-butoxycarbonyl-3-[4-amino-3-(4-phenoxyphenyl)-1H-pyrazolo[3,4-d]pyrimidine-1-yl]piperidine